NC[C@H](CS(=O)(=O)C1=CC=C(C(=C1S(=O)(=O)N)C=1N=NNN1)C1=CC=CC=2NC=NC21)O (R)-6-((3-amino-2-hydroxypropyl)sulfonyl)-3-(1H-benzo[d]imidazol-4-yl)-2-(2H-tetrazol-5-yl)benzenesulfonamide